5-(alpha-bromobutyryl)-8-hydroxyquinolin-2-one BrC(C(=O)C1=C2C=CC(NC2=C(C=C1)O)=O)CC